C12C3C4C5C(C(C3C(C=C1)C2)C4)C(=O)OC5=O tetracyclo[6.2.1.13,6.02,7]-dodeca-9-ene-4,5-dicarboxylic anhydride